C(CC)CC(C)(C(C(CCCC)CC)(O[Si](OCC(CCCC)CC)OCC(CCCC)CC)C(C)C)CCC dipropyl-diisopropyl-tri(2-ethylhexyl-oxy)silicon